(S)-(2-chloro-4-morpholinothieno[3,2-d]pyrimidin-6-yl)(3-(dimethylamino)pyrrolidin-1-yl)methanone ClC=1N=C(C2=C(N1)C=C(S2)C(=O)N2C[C@H](CC2)N(C)C)N2CCOCC2